3-ethyl-7-((4-(2-fluoro-3-(methylamino)thieno[3,2-b]pyridin-6-yl)piperazin-1-yl)methyl)-1,5-naphthyridin-2(1H)-one C(C)C=1C(NC2=CC(=CN=C2C1)CN1CCN(CC1)C=1C=C2C(=NC1)C(=C(S2)F)NC)=O